BrC1=CC(=C(C=C1)C(C)NC(OC(C)(C)C)=O)C tert-butyl (1-(4-bromo-2-methylphenyl)ethyl)carbamate